benzenic acid C1(=CC=CC=C1)C(=O)O